FC(C(=O)O)(F)F.N1=CN=CC2=C1C=NC=C2 pyrido[3,4-d]Pyrimidine trifluoroacetate